C1(CCCCC1)C(COCC)(COC)CCC(C)(C1=CC=CC=C1)C1=CC=CC=C1 2-cyclohexyl-2-(3,3-diphenylbutyl)-1-ethoxy-3-methoxypropane